BrC1=C(C=C(C(=C1)N1CCNCC1)C#N)NC(C)=O N-(2-Bromo-5-cyano-4-(piperazin-1-yl)phenyl)acetamide